(6-boc-3,6-diazabicyclo[3.1.1]heptan-3-yl)nicotinaldehyde C(=O)(OC(C)(C)C)N1C2CN(CC1C2)C2=C(C=O)C=CC=N2